1'-methyl-6-(5-((2-(4-methylpiperazin-1-yl)pyridin-4-yl)amino)-1H-pyrrolo[2,3-b]pyridin-3-yl)spiro[indene-1,4'-piperidin]-3(2H)-one CN1CCC2(CC1)CC(C1=CC=C(C=C12)C1=CNC2=NC=C(C=C21)NC2=CC(=NC=C2)N2CCN(CC2)C)=O